Methyl (E)-3-(4-(9-benzyl-6-(1-methylcyclopropoxy)-9H-purin-8-yl)-3-chlorophenyl)acrylate C(C1=CC=CC=C1)N1C2=NC=NC(=C2N=C1C1=C(C=C(C=C1)/C=C/C(=O)OC)Cl)OC1(CC1)C